5-hydroxy-2-phenyl-6-(pyridin-3-yl)pyrazolo[1,5-a]Pyrimidine-7(4H)-one OC=1NC=2N(C(C1C=1C=NC=CC1)=O)N=C(C2)C2=CC=CC=C2